BrC1=CC(=CC2=C1N(C(N2C=2SC(=NN2)C(F)F)=O)CC)S(=O)(=O)NC2(COC2)C 7-bromo-3-(5-(difluoromethyl)-1,3,4-thiadiazol-2-yl)-1-ethyl-N-(3-methyloxetan-3-yl)-2-oxo-2,3-dihydro-1H-benzo[d]imidazole-5-sulfonamide